3-thia-9-azabicyclo[3.3.1]nonane C12CSCC(CCC1)N2